[N+](#[C-])CC=1OC=CC1 2-(ISOCYANOMETHYL)FURAN